N,1-dimethyl-N-methoxypiperidine-4-formamide CN(C(=O)C1CCN(CC1)C)OC